1-((8R,9S,13S,14S)-13-methyl-17-oxo-7,8,9,11,12,13,14,15,16,17-decahydro-6H-cyclopenta[a]phenanthren-3-yl)-2-(9H-xanthen-9-yl)vinyl acetate C(C)(=O)OC(=CC1C2=CC=CC=C2OC=2C=CC=CC12)C=1C=CC=2[C@H]3CC[C@@]4(C(CC[C@H]4[C@@H]3CCC2C1)=O)C